N1C=NC2=C1C=CC(=C2)NC(C#N)C2=CC=C(C=C2)C2=CSC(=C2)C (1H-benzimidazol-5-ylamino)[4-(5-methylthiophen-3-yl)phenyl]acetonitrile